(3S,4R)-tert-butylpyrrolidine-1-carboxylate C(C)(C)(C)OC(=O)N1CCCC1